Cl.Cl.O=C1N(C=CC=C1CN1C(NC(CC1)=O)=O)CCN1CCC(CC1)OC1CCNCC1 1-((2-oxo-1-(2-(4-(piperidin-4-yloxy)piperidin-1-yl)ethyl)-1,2-dihydropyridin-3-yl)methyl)dihydropyrimidine-2,4(1H,3H)-dione dihydrochloride